ClC=1C=C(C=NC1)N1C=C(C=2C(C(CCC12)(F)F)O)C(F)(F)F 1-(5-chloropyridin-3-yl)-5,5-difluoro-3-(trifluoromethyl)4,5,6,7-tetrahydro-1H-indol-4-ol